C(CCCCCCCCCCC)(=O)[O-].C(CCCCCCCCCCC)(=O)[O-].C(CCC)[Sn+2]CCCC din-butyl-tin dilaurate